N1C(=NC2=C1C=CC=C2)N2CCN(CC2)C(=O)C=2C=C(C=CC2)C2=NC1=C(N2)C=CC=C1C(=O)N 2-(3-(4-(1H-benzo[d]imidazol-2-yl)piperazine-1-carbonyl)phenyl)-1H-benzo[d]imidazole-4-carboxamide